3-methylsulfanyl-propanal CSCCC=O